ClC1=C(OC=2C=C3C4=C(NC3=CC2)COCC42CC(C2)C#N)C(=CC(=C1)N1N=C(C(NC1=O)=O)C#N)Cl 6'-(2,6-dichloro-4-(6-cyano-3,5-dioxo-4,5-dihydro-1,2,4-triazin-2(3H)-yl)-phenoxy)-1',9'-dihydro-3'H-spiro[cyclobutane-1,4'-pyrano[3,4-b]indole]-3-carbonitrile